5-(benzylthio)-1,3,4-thiadiazol-2-amine C(C1=CC=CC=C1)SC1=NN=C(S1)N